C(C)OC1=C(C(=C(C=C1)C1CCC(CC1)CCC)F)F 1-ethoxy-2,3-difluoro-4-(4-propylcyclohexyl)benzene